2-{7-[(1-methylcyclopropyl)sulfamoyl]-4-[(1-methylpyrazol-4-yl)methyl]-5-oxo-1H,2H-imidazo[1,2-a]quinazolin-1-yl}ethyl methanesulfonate CS(=O)(=O)OCCC1CN=C2N1C1=CC=C(C=C1C(N2CC=2C=NN(C2)C)=O)S(NC2(CC2)C)(=O)=O